F\C(=C/C1=CC=C(C(=C1N1CC2(CCC1)CCN(CC2)C(=O)OC(C)(C)C)C(F)(F)F)OC2=C(C=CC=C2)F)\C2=NC=CC(=N2)C2=CN=NC=C2 tert-Butyl (Z)-2-(6-(2-fluoro-2-(4-(pyridazin-4-yl)pyrimidin-2-yl)vinyl)-3-(2-fluorophenoxy)-2-(trifluoromethyl)phenyl)-2,9-diazaspiro[5.5]undecane-9-carboxylate